CC1=CC(=CC(=N1)C(=O)O)C(F)(F)F 6-methyl-4-(trifluoromethyl)picolinic acid